2-[2-hydroxy-3-(2-methyl-1H-imidazol-1-yl)propyl]-1H-isoindole-1,3(2H)-dione OC(CN1C(C2=CC=CC=C2C1=O)=O)CN1C(=NC=C1)C